C1(CC1)OC1=C(C=CC(=C1)P(=O)(C)C)N(C(OC(C)(C)C)=O)CC#CC1=C(C2=C(S1)C(=CC=C2)N[C@H]2[C@H](CN(CC2)C)F)CC(F)(F)F tert-butyl (2-cyclopropoxy-4-(dimethylphosphoryl)phenyl)(3-(7-(((3S,4R)-3-fluoro-1-methylpiperidin-4-yl)amino)-3-(2,2,2-trifluoroethyl)benzo[b]thiophen-2-yl)prop-2-yn-1-yl)carbamate